FC(C(=O)O)(F)F.FC(C(=O)O)(F)F.C(C)(C)[C@H]1NC2=C(OCC1)C(=NC(=N2)N)N2CC(C2)NC (S)-8-Isopropyl-4-(3-(methylamino)azetidin-1-yl)-6,7,8,9-tetrahydropyrimido[5,4-b][1,4]oxazepin-2-amine ditrifluoroacetic acid salt